ClC=1C=C(C=CC1F)[C@@]1(CN2[C@H](CO1)CN(CC2)C(=O)C2=C(C(=CC=C2)OC)Cl)O [(3R,9aS)-3-(3-Chloro-4-fluorophenyl)-3-hydroxy-1,4,6,7,9,9a-hexahydropyrazino[2,1-c][1,4]oxazin-8-yl]-(2-chloro-3-methoxyphenyl)methanon